C(C)OC(C=C1CC(C1)C1CCN(CC1)C(=O)OCC1=CC=CC=C1)=O benzyl 4-(3-(2-ethoxy-2-oxoethylidene)cyclobutyl)piperidine-1-carboxylate